O=CC(CS(=O)(=O)[O-])CC 2-ketomethylbutylsulfonate